4,5-dibromo-2-furoic acid BrC=1C=C(OC1Br)C(=O)O